acridine-10-ium C1=CC=CC2=[NH+]C3=CC=CC=C3C=C12